C(=C)C1=CC=C(CN(CCOC)CCOC)C=C1 p-vinylbenzyl-bis(2-methoxyethyl)amine